CC1(OB(OC1(C)C)C1=CC(=NC(=C1)C([2H])([2H])[2H])C([2H])([2H])[2H])C 4-(4,4,5,5-tetramethyl-1,3,2-dioxaborolan-2-yl)-2,6-bis(trideuteriomethyl)pyridine